(1R,4s)-4-(8-(4-cyano-2,6-difluorophenylamino)-2-((S)-1-hydroxybutan-2-ylamino)-9H-purin-9-yl)cyclohexanecarboxamide C(#N)C1=CC(=C(C(=C1)F)NC=1N(C2=NC(=NC=C2N1)N[C@H](CO)CC)C1CCC(CC1)C(=O)N)F